FC(C(F)(F)F)(C(C(C(F)(F)F)(C=C(F)F)F)(F)F)F tetrafluoroethylene-hexafluoropropylene-vinylidene fluoride